COC(CCCCCNC(\C=C\C=1C=C2CCC(C2=CC1)NC(C1=CC=C(C=C1)F)=O)=O)=O.C(C)(C)(C)N(C(O)=O)CCN.C(CC=C)N1C(C2=CC=CC=C2C1=O)=O 2-(Buta-3-en-1-yl)isoindoline-1,3-dione tert-Butyl-(2-aminoethyl)carbamat methyl-(E)-6-(3-(1-(4-fluorobenzamido)-2,3-dihydro-1H-inden-5-yl)acrylamido)hexanoate